benzyl bromopropionate BrC(C(=O)OCC1=CC=CC=C1)C